N-(4-(1-(4-hexylphenethyl)-1H-1,2,3-triazol-4-yl)-1-hydroxy-2-(hydroxymethyl)butan-2-yl)acetamide C(CCCCC)C1=CC=C(CCN2N=NC(=C2)CCC(CO)(CO)NC(C)=O)C=C1